C(C)N(C(=O)[C@H]1N(C[C@H](CC1)C1=CC=C(C=C1)C(F)(F)F)C1=CC=C(C=C1)C(N[C@@H](CO)C1=CC=C(C=C1)S(=O)(=O)CC)=O)CC (2S,5R)-N,N-diethyl-1-(4-(((R)-1-(4-(ethylsulfonyl)phenyl)-2-hydroxyethyl)carbamoyl)phenyl)-5-(4-(trifluoromethyl)phenyl)piperidine-2-carboxamide